C1(CC1)C=1N=NN(C1)[C@H](C(=O)N1[C@@H](C[C@H](C1)O)C(=O)NC1C2C(C2CC1)(F)F)C(C)(C)C (2S,4r)-1-[(2S)-2-(4-cyclopropyl-triazol-1-yl)-3,3-dimethyl-butyryl]-N-(6,6-difluoro-2-bicyclo[3.1.0]hexyl)-4-hydroxy-pyrrolidine-2-carboxamide